C(C)(C)(C)N=[W](N(C)C)(N(C)C)=NC(C)(C)C bis(tertiarybutylimino)bis(dimethylamino)tungsten (VI)